C1(CC1)C1=C(C=C(C(=C1)I)C)NC1=CC=C2C(=N1)C(N(N2C)C(=O)OC(C)(C)C)=O tert-butyl 5-[(2-cyclopropyl-4-iodo-5-methylphenyl)amino]-1-methyl-3-oxopyrazolo[4,3-b]pyridine-2-carboxylate